3-(1-oxo-5-(4-(piperidin-4-ylmethyl)-1,4-diazepan-1-yl)isoindolin-2-yl)piperidine-2,6-dione TFA salt OC(=O)C(F)(F)F.O=C1N(CC2=CC(=CC=C12)N1CCN(CCC1)CC1CCNCC1)C1C(NC(CC1)=O)=O